C(C)(=O)OC1=CN(C=2N=NC(=CC21)Cl)C2CC(C2)(C)O 3-Chloro-7-[(1s,3s)-3-hydroxy-3-methylcyclobutyl]-7H-pyrrolo[2,3-c]pyridazin-5-yl acetate